N-((2-hydroxyphenyl)(phenyl)methyl)-2-oxo-6-(trifluoromethyl)-1,2-dihydropyridine-3-carboxamide OC1=C(C=CC=C1)C(NC(=O)C=1C(NC(=CC1)C(F)(F)F)=O)C1=CC=CC=C1